triazine-2,4,6-triyl-tribenzoic acid N1N(N=C(C=C1C1=C(C(=O)O)C=CC=C1)C1=C(C(=O)O)C=CC=C1)C1=C(C(=O)O)C=CC=C1